C(C1=CC=CC=C1)OC1=CC=C(C=C1)NS(=O)=O.[Na] sodium N-(4-benzyloxyphenyl)sulphonamide